CC=1C=NOC1C=1C(=NC(=NC1)NC1=CC2=CC=CC=C2C=C1)OC 5-(4-methylisoxazol-5-yl)-4-methoxy-N-(naphthalen-2-yl)pyrimidin-2-amine